ClC=1C=CC(=NC1)C1=NN=C(O1)NC=1C(=NC=CC1)C(=NO)N ((5-(5-Chloropyridin-2-yl)-1,3,4-oxadiazol-2-yl)amino)-N'-hydroxypyridinecarboxamidine